C(#N)C1=C2C(=C(C(NC2=CC=C1O)=O)CC(=O)N[C@@H](C)C1=C(C=C(C=C1)F)F)C 2-(5-Cyano-6-hydroxy-4-methyl-2-oxo-1H-quinolin-3-yl)-N-[(1S)-1-(2,4-difluorophenyl)ethyl]acetamide